C1(=CC=CC=C1)C(CN1C2=NC=NC=C2N=C1)C 9-(2-phenylpropyl)-9H-purine